OC1=CC=2CC[C@H]3[C@@H]4C=C[C@@H]([C@@]4(C)CC[C@@H]3C2C=C1)O 3-hydroxy-17beta-hydroxyestra-1,3,5(10),15-tetraene